CSC1=NN=C(O1)CCC(C(=O)O)CCC=1OC(=NN1)SC 4-(5-methylsulfanyl-2-1,3,4-oxadiazolyl)-2-((5-methylsulfanyl-2-1,3,4-oxadiazolyl)ethyl)butanoic acid